ClC=1C=C(C(=C(C(=O)OC)C1)OC)CCN(C)C methyl 5-chloro-3-(2-(dimethylamino)ethyl)-2-methoxybenzoate